(±)-trans-4-phenyl-3-[(isoquinolin-5-ylcarbonyl)amino]pyrrolidine-1-carboxylic acid tert-butyl ester C(C)(C)(C)OC(=O)N1C[C@H]([C@@H](C1)C1=CC=CC=C1)NC(=O)C1=C2C=CN=CC2=CC=C1 |r|